2-(dimethoxymethyl)tetrahydrofuran-3-ol COC(C1OCCC1O)OC